N-(4-(4-(2-nitro-5-(trifluoromethyl)phenyl)piperazin-1-yl)butyl)benzofuran-2-carboxamide [N+](=O)([O-])C1=C(C=C(C=C1)C(F)(F)F)N1CCN(CC1)CCCCNC(=O)C=1OC2=C(C1)C=CC=C2